FC1(CCC1)C=1N=C(C2=C(N1)C=NC(=C2)N(CCO)C)N2CCC(CC2)C2=C(C=CC=C2)OC 2-({2-(1-Fluoro-cyclobutyl)-4-[4-(2-methoxy-phenyl)-piperidin-1-yl]-pyrido[3,4-d]pyrimidin-6-yl}-methyl-amino)-ethanol